trifluoromethanesulfonic acid 4-(2-(((allyloxy) carbonyl) amino) ethyl)-2-oxo-2H-chromen-7-yl ester C(C=C)OC(=O)NCCC1=CC(OC2=CC(=CC=C12)OS(=O)(=O)C(F)(F)F)=O